C(C)(C)(C)OC(N[C@H](C(C)(C)F)C(NC1=CC(=C(C=C1)C1=C2C(=NC=C1)N(C(=C2)C)S(=O)(=O)C2=CC=CC=C2)C)=O)=O.O2C(=CC1=NC=CC=C12)C=O (furo[3,2-b]pyridin-2-yl)methanone tert-butyl-N-[(1S)-1-[[4-[1-(benzenesulfonyl)-2-methyl-pyrrolo[2,3-b]pyridin-4-yl]-3-methyl-phenyl]carbamoyl]-2-fluoro-2-methyl-propyl]carbamate